2-(5-bromo-2-chlorophenyl)-1H-benzo[d]imidazole BrC=1C=CC(=C(C1)C1=NC2=C(N1)C=CC=C2)Cl